NC=1SC=2C(=NC=C(C2)C2=CC=C(C#N)C=C2)N1 4-(2-aminothiazolo[4,5-b]pyridin-6-yl)benzonitrile